N1NCC(=C1)C(=O)N dihydro-1H-pyrazole-4-carboxamide